C(CCCC)OC(=O)C1C(=CCCC1)C(=O)OCCCCC 2-cyclohexene-1,2-dicarboxylic acid dipentyl ester